(E)-4-(4-(((1-(3-Cyano-4-(4-cyano-3-fluorophenyl)-5-(3-hydroxy-4-methoxyphenyl)pyridin-2-yl)piperidin-4-yl)amino)methyl)phenyl)-N-hydroxybut-3-enamide formate C(=O)O.C(#N)C=1C(=NC=C(C1C1=CC(=C(C=C1)C#N)F)C1=CC(=C(C=C1)OC)O)N1CCC(CC1)NCC1=CC=C(C=C1)/C=C/CC(=O)NO